CCCCCCCC/C=C\\CCCCCC(=O)O The molecule is a C16 fatty acid having a (Z)-double bond at the 7-position; marker of early life stage mortality in trout and of physiologically active autotrophic bacteria in complex microbial communities. It is a conjugate acid of a (7Z)-hexadecenoate.